C1(CC1)C([C@@H](C(=O)NC1=NC(=C(C=C1)C=1C(=NNC1C)C)F)NC(=O)C=1C(=NOC1)CC)C1CC1 N-[(1S)-1-(dicyclopropylmethyl)-2-[[5-(3,5-dimethyl-1H-pyrazol-4-yl)-6-fluoro-2-pyridyl]amino]-2-oxo-ethyl]-3-ethyl-isoxazole-4-carboxamide